CC1=C(C=CC(=C1)[N+](=O)[O-])N1CCN(CC1)CC1CCC2(CCNCC2)CC1 9-((4-(2-methyl-4-nitrophenyl)piperazin-1-yl)methyl)-3-azaspiro[5.5]undecane